C1(=CC=CC=C1)[C@H]([C@H](N)C1=CC=CC=C1)N (1R,2R)-(-)-1,2-diphenyl-1,2-ethanediamine